OCC=1C=C(C=CC1C(=O)OC)N1CCC2(CN(C2)C(=O)OC(C)(C)C)CC1 tert-butyl 7-(3-(hydroxymethyl)-4-(methoxycarbonyl) phenyl)-2,7-diazaspiro[3.5]nonane-2-carboxylate